Cl.N[C@H]1CCC=2C(=CC=C(C12)F)C(=O)NC1=CC(=C(C=C1)F)Cl (S)-1-amino-N-(3-chloro-4-fluorophenyl)-7-fluoro-2,3-dihydro-1H-indene-4-carboxamide hydrochloride